2-(N-morpholinyl)ethylsulfonic acid N1(CCOCC1)CCS(=O)(=O)O